ClC1=C(C(=CC=C1)C)NC(=O)C1=CN=C(S1)NC1=NC(=NC(=C1)N1CCN(CC1)C(CCCCCCCOC1=C2C(N(C(C2=CC=C1)=O)C1C(NC(CC1)=O)=O)=O)=O)C N-(2-chloro-6-methylphenyl)-2-((6-(4-(8-((2-(2,6-dioxopiperidin-3-yl)-1,3-dioxoisoindolin-4-yl)oxy)octanoyl)piperazin-1-yl)-2-methylpyrimidin-4-yl)amino)thiazole-5-carboxamide